2-(1-(4-Amino-3-(3-hydroxyphenyl)-1H-pyrazolo[3,4-d]pyrimidin-1-yl)ethyl)-6-fluoro-3-(3-Fluorophenyl)-4H-chromen-4-one NC1=C2C(=NC=N1)N(N=C2C2=CC(=CC=C2)O)C(C)C=2OC1=CC=C(C=C1C(C2C2=CC(=CC=C2)F)=O)F